BrCC1=C(C(=CC(=C1)OC)F)F 1-(bromomethyl)-2,3-difluoro-5-methoxybenzene